CS(=O)(=O)C=1N=C(C2=C(N1)NC=C(C2=O)C(=O)[O-])C 2-methanesulfonyl-4-methyl-5-oxo-5h,8h-pyrido[2,3-d]pyrimidine-6-carboxylate